N1(N=CC=C1)C=1C=NC=2CCN(CC2C1)C=1C(=CC=2N(N1)C(C=CN2)=O)C 7-(3-(1H-pyrazol-1-yl)-7,8-dihydro-1,6-naphthyridin-6(5H)-yl)-8-methyl-4H-pyrimido[1,2-b]pyridazin-4-one